FC=1C=C(C=CC1)C1=CC2(C1)CN(CC2)C(=O)OC(C)(C)C tert-butyl 2-(3-fluorophenyl)-6-azaspiro[3.4]oct-1-ene-6-carboxylate